N-(2,2,2-trifluoro-1-(4-fluorophenyl)ethyl)pyrazine-2-sulfonamide FC(C(C1=CC=C(C=C1)F)NS(=O)(=O)C1=NC=CN=C1)(F)F